L-tartaric acid C([C@H](O)[C@@H](O)C(=O)O)(=O)O